O=CCCCC1=C(C=C(C(=C1)F)F)F 4-oxo-1-(2,4,5-trifluorophenyl)butan